ClC1=CC=C(CN2N=CC(=C2)C2=CC(=NC=C2)C=2NC=C(N2)C2CN(CC2)S(=O)(=O)C2=CC=CC=C2)C=C1 4-[1-(4-Chlorobenzyl)-1H-pyrazol-4-yl]-2-{4-[1-(phenylsulfonyl)pyrrolidin-3-yl]-1H-imidazol-2-yl}pyridine